NC1=CC(=NC=C1)C1=NC=CC(=C1)N 4,4'-diamino-2,2'-bipyridyl